C(C1=CC=CC=C1)OC1=C2C=CNC2=C(C=C1)Br 4-(benzyloxy)-7-bromo-1H-indole